(R/S)-4-(3-(4-cyano-3-(trifluoromethyl)phenyl)-5,5-dimethyl-4-oxo-2-thioxoimidazolin-1-yl)-2-fluorobenzoic acid sec-butyl ester [C@@H](C)(CC)OC(C1=C(C=C(C=C1)N1C(N(C(C1(C)C)=O)C1=CC(=C(C=C1)C#N)C(F)(F)F)=S)F)=O |r|